COC1=C2CCC(CC2=CC=C1)N(CCC)CC1CCN(CC1)S(=O)(=O)C=1C=NN(C1)C 5-methoxy-N-((1-((1-methyl-1H-pyrazol-4-yl)sulfonyl)piperidin-4-yl)methyl)-N-propyl-1,2,3,4-tetrahydronaphthalene-2-amine